OC=1C=C(C(=O)[O-])C=CC1 3-hydroxybenzoate